3-fluoro-N-(3-fluoro-2,6-diisopropylphenyl-carbamoyl)-5-(2-hydroxypropan-2-yl)benzenesulfonamide FC=1C=C(C=C(C1)C(C)(C)O)S(=O)(=O)NC(NC1=C(C(=CC=C1C(C)C)F)C(C)C)=O